[(R)-4-(6-Amino-4-methoxy-pyridin-3-yl)-2-methoxymethyl-piperazin-1-yl]-[4-methoxy-5-(4-trifluoromethylphenyl)-pyridin-2-yl]-methanon NC1=CC(=C(C=N1)N1C[C@@H](N(CC1)C(=O)C1=NC=C(C(=C1)OC)C1=CC=C(C=C1)C(F)(F)F)COC)OC